ethyl 2-(5-(tert-butyl)-3-fluoro-2-methoxyphenyl)acetate C(C)(C)(C)C=1C=C(C(=C(C1)CC(=O)OCC)OC)F